NCCOC=1C=CC=C2OC=3C=CC=CC3NC12 9-(2-aminoethoxy)phenoxazine